CC1=C(OC(C(=O)O)(C)C)C(=CC(=C1)OCN1N=CN(C1=O)C1=CC=C(C=C1)C(F)(F)F)C 2-(2,6-dimethyl-4-((5-oxo-4-(4-(trifluoromethyl)phenyl)-4,5-dihydro-1H-1,2,4-triazol-1-yl)methoxy)phenoxy)-2-methylpropanoic acid